δ-aminocaprylic acid NC(CCCC(=O)O)CCC